O=C1N(CC2=CC(=CC=C12)CN1N=NC(=C1)CC1=CC=C(C=C1)OC(F)(F)F)C1C(NC(CC1)=O)=O 3-(1-oxo-5-((4-(4-(trifluoromethoxy)benzyl)-1H-1,2,3-triazol-1-yl)methyl)isoindolin-2-yl)piperidine-2,6-dione